(S)-3-((6'-Chloro-3-fluoro-5-(((2R,3S)-2-methyl-3-((methylsulfonyl)methyl)azetidin-1-yl)methyl)-[2,3'-bipyridin]-4'-yl)amino)butan-1-ol ClC1=CC(=C(C=N1)C1=NC=C(C=C1F)CN1[C@@H]([C@H](C1)CS(=O)(=O)C)C)N[C@H](CCO)C